1-(6-(tris(((S,Z)-undec-5-en-2-yl)oxy)silyl)hexyl)azetidine C[C@@H](CC\C=C/CCCCC)O[Si](CCCCCCN1CCC1)(O[C@@H](C)CC\C=C/CCCCC)O[C@@H](C)CC\C=C/CCCCC